(4-acetylphenyl)isopropylaminosulfonamide C(C)(=O)C1=CC=C(C=C1)NS(=O)(=O)NC(C)C